3-(((5-fluoro-2,3-dihydrobenzofuran-4-yl)methyl)amino)-5-(1-methyl-1H-imidazol-4-yl)pyrimido[4,5-c]quinoline-8-carboxamide FC=1C=CC2=C(CCO2)C1CNC=1N=CC2=C(C(=NC=3C=C(C=CC23)C(=O)N)C=2N=CN(C2)C)N1